OC[C@]1(NC[C@@H]([C@H]([C@@H]1O)O)O)CCCC1=CC=CC=C1 (2R,3R,4R,5S)-2-(hydroxymethyl)-2-(3-phenylpropyl)piperidine-3,4,5-triol